(4-chlorophenyl)(methyl)aminomethylthio fluoride ClC1=CC=C(C=C1)C(SF)NC